OC1(CCN(CC1)C1CN(C1)C=1C=CC(=C(C(=O)OC)C1)C)C methyl 5-(3-(4-hydroxy-4-methylpiperidin-1-yl) azetidin-1-yl)-2-methylbenzoate